2-Methoxyethyl 3-(2-(dimethylamino)ethyl)-5-methoxy-1H-indole-1-carboxylate formate C(=O)O.CN(CCC1=CN(C2=CC=C(C=C12)OC)C(=O)OCCOC)C